C(C)OC([C@@H](CCC)Br)=O.CC1(CCC(CC1)C1=CC=C(C=C1)S(=O)(=O)NCC1=CC=NC=C1)C |r| 4-(4,4-dimethyl-cyclohexyl)-N-(pyridin-4-ylmethyl)benzenesulfonamide rac-ethyl-2-bromovalerate